n-Propylphenyldithiocarbamat C(CC)SC(NC1=CC=CC=C1)=S